CN(C=O)C Di-Methyl-Formamide